C(C)(=O)C1=C(OCC#N)C(=CC(=C1)Br)C(F)(F)F 2-(2-acetyl-4-bromo-6-(trifluoromethyl)phenoxy)acetonitrile